N,N'-bis[(S)-1-(isopropoxycarbonyl)ethyl]-thiophosphorodiamidate C(C)(C)OC(=O)[C@H](C)NP([O-])(=S)N[C@@H](C)C(=O)OC(C)C